4-hydroxy-1-chloro-7-phenoxyisoquinoline OC1=CN=C(C2=CC(=CC=C12)OC1=CC=CC=C1)Cl